C(C)N(C=1C=C2OC3=CC(C4=C(C3=NC2=CC1)C=CC=C4)=NCC(CCCCCCCC)CCCCCCCC)CC 9-(diethylamino)-5-[(2-octyldecyl)imino]benzo[a]phenoxazine